2-{4-[(4,4-difluoropiperidin-1-yl)methyl]piperidin-1-yl}pyridin FC1(CCN(CC1)CC1CCN(CC1)C1=NC=CC=C1)F